4-(2-fluoroprop-2-yl)cyclohexanecarboxaldehyde FC(C)(C)C1CCC(CC1)C=O